(-)-LACTIC ACID C[C@H](C(=O)O)O